C(C)C(C(=O)[O-])CCCC.C(C)C(C(=O)[O-])CCCC.[Ba+2] barium bis(2-ethylhexanoate)